C(C)(C)(C)OC(=O)N1C[C@H](N(CC1)C=1C2=C(N=CN1)N(C=C2I)S(=O)(=O)CC2=CC=CC=C2)C (R)-4-(5-iodo-7-toluenesulfonyl-7H-pyrrolo[2,3-d]pyrimidin-4-yl)-3-methylpiperazine-1-carboxylic acid tert-butyl ester